2-((2-(5-Cyano-2-cyclopropylphenyl)-2-oxoethyl)amino)-2-oxoacetic acid ethyl ester C(C)OC(C(=O)NCC(=O)C1=C(C=CC(=C1)C#N)C1CC1)=O